1-(4-bromophenyl)-5-cyano-N-(1-ethyl-3-methyl-1H-pyrazol-5-yl)-1H-benzo[d]imidazole-2-carboxamide BrC1=CC=C(C=C1)N1C(=NC2=C1C=CC(=C2)C#N)C(=O)NC2=CC(=NN2CC)C